racemic-3-(3-chloro-4-fluorophenyl)-1-(1-(6,7-difluoro-1-oxo-1,2-dihydroisoquinolin-4-yl)ethyl)-1-methylurea ClC=1C=C(C=CC1F)NC(N(C)[C@H](C)C1=CNC(C2=CC(=C(C=C12)F)F)=O)=O |r|